Yttrium fluorid [F-].[Y+3].[F-].[F-]